C1(=CC=CC=C1)C1C(C1Br)C1=CC=CC=C1 1,2-diphenyl-3-bromocyclopropane